C(C)(C)(C)OC(C1=C(N=C(C=C1)C(F)(F)F)CCCCCOS(=O)(=O)C1=CC=C(C)C=C1)=O 2-(5-(p-toluenesulfonyloxy)pentyl)-6-(trifluoromethyl)nicotinic acid tert-butyl ester